C(C1=CC=CC=C1)OC[C@H]1OC[C@](CN(C1)C(=O)OC(C)(C)C)(OCC(=C)C)C |o1:12| tert-butyl (2S,6S*)-2-[(benzyloxy)methyl]-6-methyl-6-[(2-methylprop-2-en-1-yl)oxy]-1,4-oxazepane-4-carboxylate